CSC1=NN=C(S1)NC(=O)C1=C2C(=NO1)C(CCC2)=O N-(5-(methylthio)-1,3,4-thiadiazol-2-yl)-7-oxo-4,5,6,7-tetrahydrobenzo[c]isoxazole-3-carboxamide